BrC=1C=C(C=CC1)C(C(=O)OC)(CCCC(C=O)(C)C)C([2H])([2H])[2H] methyl 2-(3-bromo-phenyl)-6,6-dimeth-yl-2-(methyl-d3)-7-oxoheptanoate